COC(NC(CCC)=O)C=1SC(=CC1)C1=NOC(=N1)C(F)(F)F N-[methoxy-[5-[5-(trifluoromethyl)-1,2,4-oxadiazol-3-yl]-2-thienyl]methyl]butanamide